(R)-7-(Ethylamino)-N-(2-fluoro-3-hydroxy-3-methylbutyl)-2-phenylthiazolo[5,4-b]pyridin-6-carboxamid C(C)NC1=C2C(=NC=C1C(=O)NC[C@H](C(C)(C)O)F)SC(=N2)C2=CC=CC=C2